COCC(C)OC1=CC(=NC2=CC=C(C=C12)C1OCC1C(=O)N)C1=CN=CS1 (4-((1-methoxypropan-2-yl)oxy)-2-(thiazol-5-yl)quinolin-6-yl)oxetane-3-carboxamide